CC1=CC=CC(=N1)C1=NNC=C1C1=CC=NC2=CC=CC=C12 4-[3-(6-Methylpyridin-2-yl)-1H-pyrazol-4-yl]quinoline